N[C@@H]1[C@@H](OCC12CCN(CC2)C=2NC(C1=C(N2)NN=C1C1(CC1)C1=CC=C(C=C1)OC)=O)C 6-((3S,4S)-4-amino-3-methyl-2-oxa-8-azaspiro[4.5]decan-8-yl)-3-(1-(4-methoxyphenyl)cyclopropyl)-1,5-dihydro-4H-pyrazolo[3,4-d]pyrimidin-4-one